(2S,12R,12aS)-8-methoxy-1,2,3,5,6,12a-hexahydro-12H-2,12-methanobenzofuro[2,3-d]pyrrolo[1,2-a]azepine-12-carbonitrile COC=1C=CC2=C(C1)C1=C([C@]3([C@H]4N(CC1)C[C@H](C4)C3)C#N)O2